7-(4-(benzo[d]thiazol-2-yl)-2-methylphenoxy)-N-hydroxyheptanamide S1C(=NC2=C1C=CC=C2)C2=CC(=C(OCCCCCCC(=O)NO)C=C2)C